(2-methyl-4-nitrophenyl)(4-methylpiperazin-1-yl)methanone CC1=C(C=CC(=C1)[N+](=O)[O-])C(=O)N1CCN(CC1)C